(S)-1-(4-Methoxyphenyl)-3-(pyrrolidin-3-yl)-1,3-dihydro-2H-imidazo[4,5-b]pyridin-2-one Hydrochloride Cl.COC1=CC=C(C=C1)N1C(N(C2=NC=CC=C21)[C@@H]2CNCC2)=O